(R)-2-fluoro-3-(5-methylthiazol-2-yl)-5-(morpholin-2-ylmethoxy)-N-((2-(trifluoromethyl)pyrimidin-5-yl)methyl)benzamide FC1=C(C(=O)NCC=2C=NC(=NC2)C(F)(F)F)C=C(C=C1C=1SC(=CN1)C)OC[C@H]1CNCCO1